(2S)-N-{4-[3-bromo-5-({[(2S)-1-(phenylacetyl)pyrrolidin-2-yl]carbonyl}amino)-1-benzofuran-2-yl]phenyl}-1-(phenylacetyl)pyrrolidine-2-carboxamide BrC1=C(OC2=C1C=C(C=C2)NC(=O)[C@H]2N(CCC2)C(CC2=CC=CC=C2)=O)C2=CC=C(C=C2)NC(=O)[C@H]2N(CCC2)C(CC2=CC=CC=C2)=O